N1(CCC1)C1=CC2=C(C=C(O2)C(=O)NS(=O)(=O)C=2C=3C(=CN=CC3C=CC2)C)C(=C1)F 6-(Azetidin-1-yl)-4-fluoro-N-(4-methylisoquinoline-5-sulfonyl)-1-benzofuran-2-carboxamide